C1(=CC=C(C=C1)C1=CC(=CC=2C3=C(SC21)C(=CC=C3)C=3C=C(C=CC3)C3=NC(=NC(=N3)C3=CC=CC=C3)C3=CC=CC=C3)C3=CC=C(C=C3)C3=CC=CC=C3)C3=CC=CC=C3 2-(3-(6,8-di([1,1'-biphenyl]-4-yl)dibenzo[b,d]thiophen-4-yl)phenyl)-4,6-diphenyl-1,3,5-triazine